2-((7-((4-cyano-2-fluorobenzyl)oxy)-1-methyl-3,4-dihydroisoquinolin-2(1H)-yl)methyl)-1-(((S)-oxetan-2-yl)methyl)-1H-benzo[d]imidazole-6-carboxylic acid C(#N)C1=CC(=C(COC2=CC=C3CCN(C(C3=C2)C)CC2=NC3=C(N2C[C@H]2OCC2)C=C(C=C3)C(=O)O)C=C1)F